C(CCCCCCCC)C(=O)CCCCCCCCC Dinonylketon